2-(4-(2-methoxyphenoxy)phenyl)-7-(1-propynylpyrrolidin-3-yl)-1H-imidazo[1,2-b]Pyrazole-3-carboxamide COC1=C(OC2=CC=C(C=C2)C=2NC=3N(N=CC3C3CN(CC3)C#CC)C2C(=O)N)C=CC=C1